2-[6-fluoro(2,4-3H2)pyridin-3-yl]-9H-pyrrolo[2,3-b:4,5-c']dipyridine FC1=CC(=C(C(=N1)[3H])C1=CC=C2C(=N1)NC1=C2C=NC=C1)[3H]